dibenzo[B,D]thiophene-3-amine C1=CC(=CC=2SC3=C(C21)C=CC=C3)N